fluorene lithium salt [Li].C1=CC=CC=2C3=CC=CC=C3CC12